2,5-dimethyl-2,5-di(tert-butyl-peroxy)hexane CC(C)(CCC(C)(OOC(C)(C)C)C)OOC(C)(C)C